N-(2-acetamidoethyl)-1-(7-(2-methyl-[1,1'-biphenyl]-3-yl)imidazo[1,2-a]pyridin-3-yl)-1H-pyrazole-3-carboxamide C(C)(=O)NCCNC(=O)C1=NN(C=C1)C1=CN=C2N1C=CC(=C2)C=2C(=C(C=CC2)C2=CC=CC=C2)C